(S,Z)-N-(1-(Dimethylcarbamoyl)pyrrolidin-3-yl)-5-((5-fluoro-2-oxoindolin-3-ylidene)methyl)-2,4-dimethyl-1H-pyrrole-3-carboxamide CN(C(=O)N1C[C@H](CC1)NC(=O)C1=C(NC(=C1C)\C=C\1/C(NC2=CC=C(C=C12)F)=O)C)C